(3S,4S)-tert-butyl 3-((6-(6-chloro-7-isopropoxyimidazo[1,2-a]pyridin-3-yl)pyridin-2-yl)amino)-4-fluoropyrrolidine-1-carboxylate ClC=1C(=CC=2N(C1)C(=CN2)C2=CC=CC(=N2)N[C@H]2CN(C[C@@H]2F)C(=O)OC(C)(C)C)OC(C)C